4-{(1S,3S)-3-[3-(cyclopropylmethyl)-1,2,4-oxadiazol-5-yl]-2,2-dimethylcyclopropyl}benzenesulfonamide C1(CC1)CC1=NOC(=N1)[C@@H]1C([C@H]1C1=CC=C(C=C1)S(=O)(=O)N)(C)C